F[C@H]1[C@H](C1)N1C(C=CC=C1)=O 1-((1S,2R)-2-fluorocyclopropyl)-2-oxo-1,2-dihydropyridin